1,1'-((4-(pyridin-2-yldisulfanyl)butyl)azanediyl)bis(decan-2-ol) N1=C(C=CC=C1)SSCCCCN(CC(CCCCCCCC)O)CC(CCCCCCCC)O